C(C)(C)(C)OC(=O)N1CCN(CC1)C=1C=NC(=CC1)NC1=NC2=C(C=N1)N=CC(C2C(C)C)=O 4-[6-(8-isopropyl-7-oxo-7,8-dihydro-pyrido[2,3]pyrimidin-2-ylamino)-pyridin-3-yl]-piperazine-1-carboxylic acid tert-butyl ester